FC=1C=C2CCN(CC2=CC1NC1=NC=C(C(=N1)N1OCCC1C1=CC=CC=C1)C(F)(F)F)C 6-fluoro-2-methyl-N-(4-(3-phenylisoxazolidin-2-yl)-5-(trifluoromethyl)pyrimidin-2-yl)-1,2,3,4-tetrahydroisoquinolin-7-amine